COC1=CC=C(C=C1)C(OC[C@@H]1C(C([C@@H](O1)N1C(NC(C=C1)=O)=O)OCC(=O)NC1CCCCCCC1)O)(C1=CC=CC=C1)C1=CC=C(C=C1)OC 2-[(2R,5R)-5-[[bis(4-methoxyphenyl)-phenyl-methoxy]methyl]-2-(2,4-dioxopyrimidin-1-yl)-4-hydroxy-tetrahydrofuran-3-yl]oxy-N-cyclooctyl-acetamide